FC1=CC=CC(=N1)C(C)=O 1-(6-fluoropyridin-2-yl)ethan-1-one